ethyl-hexenol C(C)C(=CCCCC)O